4-O-(1-carboxyethyl)-L-rhamnose C(=O)(O)C(C)O[C@H]([C@H]([C@H](C=O)O)O)[C@@H](O)C